6-chloro-4-(4-(3-fluoro-4-(trifluoromethoxy)phenoxy)piperidin-1-yl)-1-methyl-2-oxo-1,2-dihydro-1,5-naphthyridine-3-carbonitrile ClC=1N=C2C(=C(C(N(C2=CC1)C)=O)C#N)N1CCC(CC1)OC1=CC(=C(C=C1)OC(F)(F)F)F